CP(C=1C(=CC=C2C(=CNC12)C1=NC(=NC=C1C(F)(F)F)N[C@@H]1C[C@H](CC1)NCCCCCCNC(OC(C)(C)C)=O)C(=O)O)(=O)C 7-[dimethyl(oxo)-λ5-phosphoranyl]-3-(2-{[(1S,3S)-3-[(2,2-dimethyl-4-oxo-5-aza-3-oxaundecan-11-yl)amino]cyclopentyl]amino}-5-(trifluoromethyl)pyrimidin-4-yl)-1H-indole-6-carboxylic acid